NCC(CN1N=NN(C1=O)C1=C(C=CC(=N1)C=1C=CC(N(C1)CC)=O)C)=C(F)F 5-[6-[4-[2-(aminomethyl)-3,3-difluoro-allyl]-5-oxo-tetrazol-1-yl]-5-methyl-2-pyridyl]-1-ethyl-pyridin-2-one